((2R,5R)-5-methylpiperazin-2-yl)methanol hydrochloride salt Cl.C[C@H]1NC[C@@H](NC1)CO